C1(=C(C=CC=C1)NC1=CC(=CC(=C1)C(C)(C)C)N(C1=C(C=CC=C1C1=CC=CC=C1)C1=CC=CC=C1)C=1C=C(C=CC1)C1=CC=CC=C1)C1=CC=CC=C1 N1-([1,1'-biphenyl]-2-yl)-N3-([1,1'-biphenyl]-3-yl)-N3-([1,1':3',1''-terphenyl]-2'-yl)-5-(tert-butyl)benzene-1,3-diamine